3-(benzo[d][1,3]dioxol-5-yl)-1H-indazole-7-carboxylic acid O1COC2=C1C=CC(=C2)C2=NNC1=C(C=CC=C21)C(=O)O